3-amino-2-methylpropyl-(propoxydimethylsilane) NCC(C[Si](C)(C)OCCC)C